OC[C@H]1CN(CC1)C(=O)C1=NN=C(S1)C=1C(=CC(=NC1)C1=CC=C2N1N=CC(=C2)C#N)NC(C)C (R)-7-(5-(5-(3-(hydroxymethyl)pyrrolidine-1-carbonyl)-1,3,4-thiadiazol-2-yl)-4-(isopropylamino)pyridin-2-yl)pyrrolo[1,2-b]pyridazine-3-carbonitrile